N-(3-iodobicyclo[1.1.1]pent-1-yl)-N-methyl-1-phenylmethanesulfonamide IC12CC(C1)(C2)N(S(=O)(=O)CC2=CC=CC=C2)C